FC(CCCCC(=O)OCC)(F)F 2-Ethyl 6,6,6-trifluorohexanoate